C(C1=CC=CC=C1)(=O)NC=1SC2=C(N1)C=CC(=C2)N(C(=O)NC2=CC=C(C=C2)Cl)CCN2CCOCC2 1-(2-benzoylaminobenzo[d]thiazol-6-yl)-1-[2-(4-morpholinyl)ethyl]-3-(4-chlorophenyl)urea